C(C)(C)(C)OC(=O)N1CCC(CC1)C1=CC=C(C=C1)C1=NC(=C(N=C1F)N)C=1C=C2CCNC(C2=C(C1)F)=O 4-(4-(5-amino-3-fluoro-6-(8-fluoro-1-oxo-1,2,3,4-tetrahydroisoquinolin-6-yl)pyrazin-2-yl)phenyl)piperidine-1-carboxylic acid tert-butyl ester